10-(DI(PHENYL)METHYL)-4-HYDROXY-8,9,9A,10-TETRAHYDRO-7H-PYRROLO[1',2':4,5]PYRAZINO[1,2-B]PYRIDAZINE-3,5-DIONE C1(=CC=CC=C1)C(C1C2N(C(C=3N1N=CC(C3O)=O)=O)CCC2)C2=CC=CC=C2